6-(3-Methoxypyridin-4-yl)-3-(2-methyl-5-(methylsulfonyl)phenyl)imidazo[1,2-a]pyrazin-8-amine trifluoroacetate FC(C(=O)O)(F)F.COC=1C=NC=CC1C=1N=C(C=2N(C1)C(=CN2)C2=C(C=CC(=C2)S(=O)(=O)C)C)N